C(C(C)(C)C)OCCCNCCCN1CCCC1 N-(3-(neo-pentoxy)propyl)-3-(pyrrolidinyl)propan-1-amine